cadmium-Mercury [Hg].[Cd]